racemic-trans-4-sulfanylcycloheptan-3-ol S[C@H]1[C@@H](CCCCC1)O |r|